2-isopropyl-1-(7-oxo-6,8-dihydro-5H-1,8-naphthyridin-3-yl)benzimidazole-5-carboxylic acid methyl ester COC(=O)C1=CC2=C(N(C(=N2)C(C)C)C=2C=NC=3NC(CCC3C2)=O)C=C1